CN1C=C(C2=CC=CC=C12)C(=O)NC1=CC=C(C=C1)N1C2=C(NC(CC1=O)=O)C1=CC=CC=C1C=C2 5-[4-[(1-methyl-1H-indol-3-yl)carbonylamino]phenyl]-1H-naphtho[1,2-b][1,4]diazepine-2,4(3H,5h)-dione